OC(=C)C1=CC=C(N1CC1=CC=C(C=C1)I)C=O 5-(1-Hydroxyvinyl)-1-(4-iodobenzyl)-1H-pyrrole-2-carbaldehyde